1-(5-cyclopropyl-2-(pyrimidin-4-yl)benzoyl)-4-(4-fluorobenzyl)piperidine-4-carbonitrile C1(CC1)C=1C=CC(=C(C(=O)N2CCC(CC2)(C#N)CC2=CC=C(C=C2)F)C1)C1=NC=NC=C1